4-((5-Chloro-4-(1-isopropyl-1H-pyrazol-4-yl)pyridin-2-yl)((4-(4-methoxy-3-methylphenyl)bicyclo[2.2.2]octan-1-yl)methyl)carbamoyl)(trans-cyclohexyl) 3-hydroxyazetidine-1-carboxylate OC1CN(C1)C(=O)O[C@@H]1CC[C@H](CC1)C(N(CC12CCC(CC1)(CC2)C2=CC(=C(C=C2)OC)C)C2=NC=C(C(=C2)C=2C=NN(C2)C(C)C)Cl)=O